1-[1-(tert-butoxycarbonyl)-2,2,2-trifluoromethylethyl]-4-vinylbenzene C(C)(C)(C)OC(=O)C(C(CF)(CF)CF)C1=CC=C(C=C1)C=C